[(R)-2,2-difluorocyclopropyl](1H-1,2,4-triazol-5-yl)methanone hydrochloride Cl.FC1([C@H](C1)C(=O)C1=NC=NN1)F